N-[4-(2,4-difluorophenoxy)-3-[5-(2H3)methyl-1-methyl-6-oxo-1,6-dihydropyridin-3-yl]phenyl]ethane-1-sulfonamide FC1=C(OC2=C(C=C(C=C2)NS(=O)(=O)CC)C2=CN(C(C(=C2)C([2H])([2H])[2H])=O)C)C=CC(=C1)F